FC=1C=C(C=CC1OC)C(C(=O)O)O 2-(3-fluoro-4-methoxyphenyl)-2-hydroxyacetic acid